CO[Si](O)(O)O Orthosilicic acid methyl ester